3-(difluoromethoxy)-2-fluoro-4-((pyrrolidin-1-ylsulfonyl)carbamoyl)benzoic acid FC(OC=1C(=C(C(=O)O)C=CC1C(NS(=O)(=O)N1CCCC1)=O)F)F